triglycerin dimethacrylate C(C(=C)C)(=O)O.C(C(=C)C)(=O)O.OCC(O)CO.OCC(O)CO.OCC(O)CO